C(CCC)OCCOC(O)=O.ClC1=CC(=C(C=N1)C#CC=1C=NN(C1)C1CCN(CC1)C(C)=O)N1CCC(CC1)(C)CO (4-(4-((6-chloro-4-(4-(hydroxymethyl)-4-methylpiperidin-1-yl)pyridin-3-yl)ethynyl)-1H-pyrazol-1-yl)piperidin-1-yl)ethan-1-one 2-butoxyethyl-carbonate